(1R,2R)-2-((5-(hydroxymethyl)-2-(methylthio)pyrimidin-4-yl)amino)-1-methylcyclopent-an-1-ol OCC=1C(=NC(=NC1)SC)N[C@H]1[C@@](CCC1)(O)C